COC=1C=C(C=CC1[N+](=O)[O-])N1CCC(CC1)CN1CCC(CC1)C(=O)OC(C)(C)C tertiary butyl 1-((1-(3-methoxy-4-nitrophenyl)piperidin-4-yl)methyl)piperidin-4-carboxylate